N-[[6-(Benzylamino)-2-pyridyl]sulfonyl]-2-(2,2,4-trimethylpyrrolidin-1-yl)pyridin-3-carboxamid C(C1=CC=CC=C1)NC1=CC=CC(=N1)S(=O)(=O)NC(=O)C=1C(=NC=CC1)N1C(CC(C1)C)(C)C